ClC=1C=C(C#N)C=CC1N1C=NC2=C1C(OC(C2)(C)C)=O 3-chloro-4-{6,6-dimethyl-4-oxo-3H,4H,6H,7H-pyrano[3,4-d]imidazol-3-yl}benzonitrile